O=C1N(CCC(N1)=O)C1=CC=C(C=C1)C1CCN(CC1)CC1CCNCC1 4-((4-(4-(2,4-dioxotetrahydropyrimidin-1(2H)-yl)phenyl)piperidin-1-yl)methyl)piperidin